OCC(CCCCCCCCCC)NC(C1=CC(=CC(=C1)OC)OC)=O N-(1-hydroxydodecan-2-yl)-3,5-dimethoxybenzamide